C(C)(C)(C)OC(=O)N1CCC(CC1)C=1C=2C(N=CC1)=C(N(N2)C2=CC=C(C=C2)OC2=CC=CC=C2)C(=O)O 7-[1-(tert-butoxycarbonyl)piperidin-4-yl]-2-(4-phenoxyphenyl)-2H-pyrazolo[4,3-b]pyridine-3-carboxylic acid